2-(4-(benzyl-(methyl)amino)butyl)-4-phenylpyridazin-3(2H)-one C(C1=CC=CC=C1)N(CCCCN1N=CC=C(C1=O)C1=CC=CC=C1)C